FC=1C=C(C(=O)N(C)C)C=CC1C=1N=NC(=CC1)NC1C[C@@H]2[C@@H](CN(C2)CC2CCOCC2)C1 3-fluoro-N,N-dimethyl-4-(6-(((3aR,5s,6aS)-2-((tetrahydro-2H-pyran-4-yl)methyl)octahydrocyclopenta[c]pyrrol-5-yl)amino)pyridazin-3-yl)benzamide